COC(=O)C=1C=C2C=C(C(=NC2=CC1)Cl)C=O 2-Chloro-3-formylquinoline-6-carboxylic acid methyl ester